BrC1=C(C=C(C(=C1C)I)C)O 2-bromo-4-iodo-3,5-dimethylphenol